(3R,5S)-1-(4-ethoxyphenyl)-3,5-dimethylpiperazine C(C)OC1=CC=C(C=C1)N1C[C@H](N[C@H](C1)C)C